ClC1=C2C(=CNC2=CC=C1)C(CC#N)=O 3-(4-chloro-indol-3-yl)-3-oxopropionitrile